C1=CC=C2C(CC3=CC=CC3=C12)=O as-indacen-4-one